methoxy-1-methyl-3H-indol-2-one COC1C(N(C2=CC=CC=C12)C)=O